[(2,4-dimethylphenyl)methyl]-5,6-dihydro-4H-1,2,4-oxadiazine CC1=C(C=CC(=C1)C)CC1=NOCCN1